ClC=1C=CC(=C2C=CN(C(C12)=O)C)N(C1CC2(CNC2)C1)C 8-chloro-2-methyl-5-(methyl(2-azaspiro[3.3]heptan-6-yl)amino)isoquinolin-1(2H)-one